C(C)(C)(C)OC(=O)C=1C(=CC2=C(N(C=N2)CC2OCC2)C1CN1C(C2=CC=CC=C2CC1)OCC1=C(C=C(C=C1)C#N)F)Cl 5-chloro-7-((4-cyano-2-fluorobenzyl)oxy-3,4-dihydroisoquinolin-2(1H)-yl)methyl-1-((oxetan-2-yl)methyl)-1H-benzo[d]imidazole-6-carboxylic acid tert-butyl ester